FC1=C(N=CC2=C1N=C(N=C2N2C[C@H]1CC[C@@H](C2)N1C(=O)OC(C)(C)C)OCC12CCCN2CC(C1)F)C1=C(C=CC=C1)C(C)C Tert-butyl (1R,5S)-3-(8-fluoro-2-((2-fluorotetrahydro-1H-pyrrolizin-7a(5H)-yl)methoxy)-7-(2-isopropylphenyl)pyrido[4,3-d]pyrimidin-4-yl)-3,8-diazabicyclo[3.2.1]octane-8-carboxylate